[2H]C1=C(C(=C(C=2OCC(OC21)C#N)[2H])[2H])[2H] 5,6,7,8-tetradeutero-2,3-dihydro-1,4-benzodioxine-3-carbonitrile